C1(=CC=CC=C1)C#CC(=O)N1CCN(CC1)C(=O)OC(C)(C)C tert-Butyl 4-(3-phenylpropioloyl)piperazin-1-carboxylate